(S)-3,5-bis(tert-butoxycarbonyl)-4,5,6,7-tetrahydro-3H-imidazo[4,5-c]pyridine-6-carboxylic acid C(C)(C)(C)OC(=O)N1C=NC2=C1CN([C@@H](C2)C(=O)O)C(=O)OC(C)(C)C